CN1C(N(C2=NC(=NC=C12)NC=1C(=CC=2N(C1)N=CN2)C)C2(CCC(CC2)=O)C#N)=O (7-Methyl-2-((7-methyl-[1,2,4]triazolo[1,5-a]pyridin-6-yl)amino)-8-oxo-7,8-Dihydro-9H-purin-9-yl)-4-oxocyclohexane-1-carbonitrile